2-((4-chloro-2-(2-(methoxymethyl)-7-methylquinoxalin-5-yl)-5-methylbenzo[d]thiazol-6-yl)oxy)ethanol ClC1=C(C(=CC2=C1N=C(S2)C2=C1N=CC(=NC1=CC(=C2)C)COC)OCCO)C